(1H-benzo[d]imidazol-2-yl)-1H-pyrazole N1C(=NC2=C1C=CC=C2)N2N=CC=C2